2-butyl-1-(4-((octadecylamino)methyl)benzyl)-1H-imidazo[4,5-c]quinolin-4-amine C(CCC)C=1N(C2=C(C(=NC=3C=CC=CC23)N)N1)CC1=CC=C(C=C1)CNCCCCCCCCCCCCCCCCCC